N-[3-[7-[[(3S,4R)-3-fluoro-4-piperidyl]amino]-3-(trifluoromethylsulfanyl)pyrazolo[1,5-a]pyridin-2-yl]prop-2-ynyl]acetamide F[C@H]1CNCC[C@H]1NC1=CC=CC=2N1N=C(C2SC(F)(F)F)C#CCNC(C)=O